6-bromo-5-chloro-1-tosyl-1H-indazole BrC1=C(C=C2C=NN(C2=C1)S(=O)(=O)C1=CC=C(C)C=C1)Cl